C(C=C)(=O)N1C[C@H](C[C@@H]1COC)N1N=C(C(=C1NC)C(=O)N)C#CC=1C=C2N=C(C=NC2=CC1)C 1-((3s,5r)-1-propenoyl-5-(methoxymethyl)pyrrolidin-3-yl)-5-(methylamino)-3-((3-methylquinoxalin-6-yl)ethynyl)-1H-pyrazole-4-carboxamide